methyl (S)-4-(2-cyclopropyl-3-fluorophenyl)-2-methyl-5-oxo-1,4,5,7-tetrahydrofuro[3,4-b]pyridine-3-carboxylate C1(CC1)C1=C(C=CC=C1F)[C@@H]1C2=C(NC(=C1C(=O)OC)C)COC2=O